COCC(=O)NC1=C(C=CC=C1)B1OC(C(O1)(C)C)(C)C 2-methoxy-N-[2-(4,4,5,5-tetramethyl-1,3,2-dioxaborolan-2-yl)phenyl]acetamide